4-((6,7-dimethoxy-1,5-naphthyridin-4-yl)oxy)-3-fluoroaniline COC=1N=C2C(=CC=NC2=CC1OC)OC1=C(C=C(N)C=C1)F